3-(2-methoxy-1H-imidazol-4-yl)pyridine COC=1NC=C(N1)C=1C=NC=CC1